FC(C[C@H](C(=O)NC1=NC=CC(=C1)C1=C(C2=NC=C(C=C2N1)C)C1=NC=CC=C1)C1=CC=C(C=C1)F)F (2S)-4,4-Difluoro-2-(4-fluorophenyl)-N-{4-[6-methyl-3-(pyridin-2-yl)-1H-pyrrolo[3,2-b]pyridin-2-yl]pyridin-2-yl}butanamid